(1S,2S)-2-(3-chlorophenyl)-N-(1-((6-cyclopropylimidazo[1,2-a]pyridin-2-yl)methyl)-2,3-dihydro-1H-pyrido[3,4-b][1,4]oxazin-7-yl)cyclopropane-1-carboxamide ClC=1C=C(C=CC1)[C@@H]1[C@H](C1)C(=O)NC1=CC2=C(OCCN2CC=2N=C3N(C=C(C=C3)C3CC3)C2)C=N1